(1R,2R)-2-((S)-5H-Imidazo[5,1-a]isoindol-5-yl)-7-oxaspiro[3.5]nonan-1-ol C=1N=CN2C1C1=CC=CC=C1[C@@H]2[C@@H]2[C@H](C1(C2)CCOCC1)O